BrC=1C=C(C(=CC1OC)O)O 4-bromo-5-methoxybenzene-1,2-diol